OC1CCC(CC1)C(C)(C)C1CCCCC1 2-(4-hydroxycyclohexyl)-2-cyclohexylpropane